ClC=1C=C(C=CC1C1CC1)C=1C=C2CCC(C2=CC1)N1CCC(CC1)C(=O)OC methyl 1-(5-(3-chloro-4-cyclopropylphenyl)-2,3-dihydro-1H-inden-1-yl)-piperidine-4-carboxylate